2-(2-(cyclopropanesulfonamido)pyrimidin-4-yl)-N-(4-(6-ethoxypyrazin-2-yl)phenyl)acetamide C1(CC1)S(=O)(=O)NC1=NC=CC(=N1)CC(=O)NC1=CC=C(C=C1)C1=NC(=CN=C1)OCC